ClC1=CC=C(C=C1)C1CCC(CC1)C(=O)N1CCOCC1 [4-(4-chlorophenyl)cyclohexyl]-morpholino-methanone